ClC1=CC=C(CN2C(=NC=3N(C(N(C(C23)=O)CCCO)=O)CC)OC2=CC(=CC=C2)F)C=C1 7-(4-chlorobenzyl)-3-ethyl-8-(3-fluorophenoxy)-1-(3-hydroxypropyl)-1H-purine-2,6(3H,7H)-dione